(6-(Cyclopropanecarbonyl)-2,6-diazaspiro[3.3]heptan-2-yl)(1-isopropyl-1H-imidazol-4-yl)methanone C1(CC1)C(=O)N1CC2(CN(C2)C(=O)C=2N=CN(C2)C(C)C)C1